pyridin-3-yl-imidazo[1,2-b]Pyridazine N1=CC(=CC=C1)C=1N=C2N(N=CC=C2)C1